C(C)(C)C1=CC=C(C=C1)C[C@H](C=O)C |r| (+/-)-3-(4-isopropylphenyl)-2-methylpropanaldehyde